4-((9-(5-methoxy-2-methyl-4-nitrophenyl)-3,9-diazaspiro[5.5]undecan-3-yl)methyl)piperidine-1-carboxylic acid tert-butyl ester C(C)(C)(C)OC(=O)N1CCC(CC1)CN1CCC2(CC1)CCN(CC2)C2=C(C=C(C(=C2)OC)[N+](=O)[O-])C